(R)-2-((2s,3s)-3-(2,3-difluorophenyl)oxiran-2-yl)pyrrolidine-1-carboxylic acid benzyl ester C(C1=CC=CC=C1)OC(=O)N1[C@H](CCC1)[C@@H]1O[C@H]1C1=C(C(=CC=C1)F)F